4-nitrophenyl 5-(((2-(butyrylthio)ethoxy) (phenoxy)phosphoryl) difluoromethyl)benzo[b]thiophene-2-carboxylate C(CCC)(=O)SCCOP(=O)(OC1=CC=CC=C1)C(C1=CC2=C(SC(=C2)C(=O)OC2=CC=C(C=C2)[N+](=O)[O-])C=C1)(F)F